C(CCCCCCC)(=O)N[C@@H](CCC(=O)[O-])C(=O)[O-] octanoylglutamate